(Z)-3-(5-(4-(2-(4-(1-(4-hydroxyphenyl)-2-phenylbut-1-en-1-yl)phenoxy)ethyl)piperazin-1-yl)-1-oxoisoindolin-2-yl)piperidine-2,6-dione OC1=CC=C(C=C1)/C(=C(\CC)/C1=CC=CC=C1)/C1=CC=C(OCCN2CCN(CC2)C=2C=C3CN(C(C3=CC2)=O)C2C(NC(CC2)=O)=O)C=C1